ClC1=NC(=NC=C1)NC1=CC(=C(C=C1)OC1CCC(CC1)N(C)C)OC 4-chloro-N-(4-(((1s,4s)-4-(dimethylamino)cyclohexyl)oxy)-3-methoxyphenyl)pyrimidin-2-amine